quercetindisulphonate O1C(=C(O)C(=O)C2=C(O)C(=C(O)C(=C12)S(=O)(=O)[O-])S(=O)(=O)[O-])C1=CC(O)=C(O)C=C1